CC1=CC=C(C(=O)OCCNS(=O)(=O)C2=CC=CC=C2)C=C1 N-[2-(4-methylbenzoyloxy)ethyl]benzenesulfonamide